6-[6-(2,2-difluoro-1-methyl-ethoxy)-3-pyridyl]-3-[ethoxy(difluoro)methyl]-[1,2,4]triazolo[4,3-a]pyrazine FC(C(OC1=CC=C(C=N1)C=1N=CC=2N(C1)C(=NN2)C(F)(F)OCC)C)F